2-{5-[methyl(piperidin-4-yl)amino][1,3]thiazolo[5,4-d][1,3]thiazol-2-yl}-5-[1-(2H3)methyl-1H-pyrazol-4-yl]pyridin-3-ol hydrochloride Cl.CN(C=1SC2=C(N1)SC(=N2)C2=NC=C(C=C2O)C=2C=NN(C2)C([2H])([2H])[2H])C2CCNCC2